OC1=CC(=C(C=C1)NC(C1=CC=CC=C1)=O)C N-(4-hydroxy-2-methylphenyl)benzamide